CN([C@@H](CC1=CNC2=CC=CC=C12)C(=O)O)NC(=O)C=1OC2=CC=CC(=C2C(C1)=O)OC1=C(C=CC=C1)Br Methyl-(5-((2-bromophenyl)oxy)-4-oxo-4H-chromene-2-carbonylamino)-L-tryptophan